CC1C(=C(C2=C(N(C1=O)CC1=CC(=C(C=C1)C)F)C=CC=C2)Cl)CO methyl-(5-chloro-1-(3-fluoro-4-methylbenzyl)-4-(hydroxymethyl)-1,3-dihydro-2H-benzo[b]azepin-2-one)